6-chloro-N-(4-chloro-5-methyl-isoxazol-3-yl)-1H-indole-3-sulfonamide ClC1=CC=C2C(=CNC2=C1)S(=O)(=O)NC1=NOC(=C1Cl)C